FC1([C@H](CN(CC1)C(NC1=CC=C(C=C1)OC(F)(F)F)=O)NC(OC(C)(C)C)=O)F (S)-tert-butyl 4,4-difluoro-1-(4-(trifluoromethoxy)phenylcarbamoyl)piperidin-3-ylcarbamate